C12(CC(C1)C2)N2C[C@H](N(S(C1=C2C=C(C(=C1)O)N(C)C)(=O)=O)C)CCCC (R)-5-(bicyclo[1.1.1]pentan-1-yl)-3-butyl-7-(dimethylamino)-8-hydroxy-2-methyl-2,3,4,5-tetrahydrobenzo[f][1,2,5]thiadiazepine 1,1-dioxide